CC1=CC=C(OCC(=O)N(C2=NC=CC=C2)CCSC)C=C1 2-(4-methylphenoxy)-N-(2-methylsulfanylethyl)-N-(2-pyridyl)acetamide